methyl 3-[4-[[dimethyl(oxo)-λ6-sulfanylidene]amino]-2-fluoro-anilino]-5-(methylamino)-6-(3-methylimidazo[4,5-c]pyridin-7-yl)pyrazine-2-carboxylate CS(=O)(C)=NC1=CC(=C(NC=2C(=NC(=C(N2)NC)C=2C3=C(C=NC2)N(C=N3)C)C(=O)OC)C=C1)F